N-((2-(2-ethoxypyridin-4-yl)thiazol-5-yl)methyl)-1-methyl-3-(trifluoro-methyl)-1H-pyrazole-5-carboxamide C(C)OC1=NC=CC(=C1)C=1SC(=CN1)CNC(=O)C1=CC(=NN1C)C(F)(F)F